COC1=CC=C(C=C1)C1=C(C=CC=C1)[C@H](CO)O (R)-1-(4'-methoxy-[1,1'-biphenyl]-2-yl)ethane-1,2-diol